OC=1C=C(C=CC1OC)C(=O)SC1=CC=CC=C1 (3-hydroxy-4-methoxyphenyl)(phenylthio)methanone